(2-chloro-5-(2-(1-methyl-1,2,4-triazol-3-yl)ethynyl)-4-pyridinyl)piperidin-4-ol ClC1=NC=C(C(=C1)N1CCC(CC1)O)C#CC1=NN(C=N1)C